N1N=CC2=C1N=CC=N2 PYRAZOLOPYRAZINE